4-(5-bromo-3-pyridinyl)morpholine BrC=1C=C(C=NC1)N1CCOCC1